BrC1=CC(=CC=C1)OCC(F)(F)F 1-bromo-3-(2,2,2-trifluoroethoxy)benzene